[Mg+2].P(=O)([O-])([O-])[O-].OC=1[C@H](OC(C1O)=O)[C@H](CO)O.P(=O)([O-])([O-])[O-].[Mg+2].[Mg+2] vitamin C phosphate magnesium salt